((1R,5S)-1-(5-(1-(methyl-d3)piperidin-4-yl)-1,3,4-oxadiazol-2-yl)-5-(trifluoromethyl)-3-azabicyclo[3.1.0]hex-3-yl)quinoline-8-carbonitrile C(N1CCC(CC1)C1=NN=C(O1)[C@]12CN(C[C@@]2(C1)C(F)(F)F)C1=NC2=C(C=CC=C2C=C1)C#N)([2H])([2H])[2H]